ClC1=C(C=CC=C1)[C@]1([C@@H]2CCN(C[C@H]12)C1=CN=C2C(=N1)NN=C2C2=C(C1=CN(N=C1C=C2)C)C)CN ((1S,6R,7R)-7-(2-chlorophenyl)-3-(3-(2,4-dimethyl-2H-indazol-5-yl)-1H-pyrazolo[3,4-b]pyrazin-6-yl)-3-azabicyclo[4.1.0]heptan-7-yl)methanamine